OCCCCOC1=CC=C2C=CC(OC2=C1)=O 7-(4-hydroxybutoxy)coumarin